ClC1=C(NC2=C(C=C(C(=C12)N1C[C@H](C[C@@H](C1)N(C(C#CC)=O)C)F)F)C(=O)N)C 3-chloro-5-fluoro-4-((3S,5S)-3-fluoro-5-(N-methylbut-2-ynamido)piperidin-1-yl)-2-methyl-1H-indole-7-carboxamide